CN(C)C(C(=O)OC1=CC=C(C=C1)NC(C)=O)CC N-Acetyl-p-aminophenyl dimethylaminobutyrate